COC1=C(C=NC=C1)N(C=1C=NC(=CC1)C(F)(F)F)C1CCNCC1 4-Methoxy-N-(piperidin-4-yl)-N-(6-(trifluoromethyl)pyridin-3-yl)pyridin-3-amine